8-chloro-4-(1-{[1-(propan-2-yl)-1H-pyrazol-3-yl]methyl}-1H-1,2,3-triazol-4-yl)quinazolin-2-amine ClC=1C=CC=C2C(=NC(=NC12)N)C=1N=NN(C1)CC1=NN(C=C1)C(C)C